C12C3C4C(CC3C(CC1OC(C=C)=O)C2)O4 acrylic acid 3,4-epoxytricyclo[5.2.1.02,6]Decane-9-yl ester